CN1N=C(C(=C1)C=1C=CC(=C(C(=O)NC2=NC=C(C=C2)F)C1)F)C 5-(1,3-dimethyl-1H-pyrazol-4-yl)-2-fluoro-N-(5-fluoropyridin-2-yl)benzamide